9-chloro-4-(4-(4-(dimethoxymethyl)piperidin-1-yl)phenyl)-10H-chromeno[3,2-b]pyridin-10-one ClC=1C=2C(C3=NC=CC(=C3OC2C=CC1)C1=CC=C(C=C1)N1CCC(CC1)C(OC)OC)=O